2-thiophenecarboxamide hydrochloride Cl.S1C(=CC=C1)C(=O)N